N-[(8-hydroxy-6-methyl-5-nitroquinolin-7-yl)(6-morpholinopyridin-3-yl)methyl]pentanamide OC=1C(=C(C(=C2C=CC=NC12)[N+](=O)[O-])C)C(NC(CCCC)=O)C=1C=NC(=CC1)N1CCOCC1